N-{3-[2-(2-methoxyethoxy)ethoxy]-1-[(1r,4r)-4-(morpholin-4-yl)cyclohexyl]-1H-pyrazol-4-yl}carbamic acid benzyl ester C(C1=CC=CC=C1)OC(NC=1C(=NN(C1)C1CCC(CC1)N1CCOCC1)OCCOCCOC)=O